2-(1H-indazol-4-yl)-5-[(6-methylimidazo[1,2-a]pyridin-2-yl)methyl]-1,3,4-oxadiazole N1N=CC2=C(C=CC=C12)C=1OC(=NN1)CC=1N=C2N(C=C(C=C2)C)C1